C(=C)C(C(C(C(C=C)(F)F)(F)F)(F)F)(F)F 1,4-divinyl-perfluoro(butane)